methyl-(bis(trimethylsilyl)acetylene) CC[Si](C)(C)C#C[Si](C)(C)C